8-cyano-6-fluoro-7-(4-iodo-1-methyl-1H-pyrazol-5-yl)spiro[benzo[b][1,4]oxazine-2,1'-Cyclopropane]-4(3H)-Carbodithioate C(#N)C1=C(C(=CC2=C1OC1(CC1)CN2C(=S)[S-])F)C2=C(C=NN2C)I